C[C@@H]1CC2=C(N=C(N(C2=O)C2=CC=C(C=C2)C(NC)=O)SC)CN1C(=O)OC(C)(C)C tert-butyl (R)-6-methyl-3-(4-(methyl-carbamoyl)phenyl)-2-(methylthio)-4-oxo-4,5,6,8-tetrahydropyrido[3,4-d]pyrimidine-7(3H)-carboxylate